COC(=O)[C@@H]1N(C[C@H](C1)SC)C(CNC(C1=CC=C(C=C1)OC1=CC=CC=C1)=O)=O (2R,4S)-4-(methylsulfanyl)-1-((4-phenoxybenzoyl)glycyl)pyrrolidine-2-carboxylic acid methyl ester